NC1=C(C(=NN1C)C1CC(CC1)C1=CC=C(C=C1)F)C(=O)NC1=CC(=C(C=C1)F)Cl 5-Amino-N-(3-chloro-4-fluorophenyl)-3-(3-(4-fluorophenyl)cyclopentyl)-1-methyl-1H-pyrazole-4-carboxamide